CN([C@H]1CN(CC1)CC1=NC(=CC(=C1)N)C(F)(F)F)C (R)-2-((3-(dimethylamino)pyrrolidin-1-yl)methyl)-6-(trifluoromethyl)pyridin-4-amine